(E)-4-(tert-butylamino)-N-(4-(8-(4-chloro-6-ethyl-1,2-dimethyl-1H-benzo[d]imidazol-5-yl)indolizine-3-carbonyl)-2,6-difluorophenyl)but-2-enamide C(C)(C)(C)NC/C=C/C(=O)NC1=C(C=C(C=C1F)C(=O)C1=CC=C2C(=CC=CN12)C1=C(C2=C(N(C(=N2)C)C)C=C1CC)Cl)F